NC1=CC=CC(=N1)S(=O)(=O)NC(=O)C=1C(=NC(=CC1)C1=CC(=NC(=C1)C)OCCOC(C)C)N1C(C[C@@H](C1)C)(C)C N-[(6-amino-2-pyridyl)sulfonyl]-6-[2-(2-isopropoxyethoxy)-6-methyl-4-pyridyl]-2-[(4S)-2,2,4-trimethylpyrrolidin-1-yl]pyridine-3-carboxamide